4,7-dibromo-2-isobutylbenzotriazole BrC1=CC=C(C2=NN(N=C21)CC(C)C)Br